2,3-dihydroxypropyltrimethylammonium chloride [Cl-].OC(C[N+](C)(C)C)CO